C1(=CC=CC=C1)C=O Phenyl-Methanone